4-methoxy-2-(2H-1,2,3-triazol-2-yl)benzene COC1=CC(=CC=C1)N1N=CC=N1